5-(Difluoromethoxy)-1-((5-(3-fluoro-5-methoxyphenyl)pyrazin-2-yl)methyl)-1H-indazole-7-Carboxamide FC(OC=1C=C2C=NN(C2=C(C1)C(=O)N)CC1=NC=C(N=C1)C1=CC(=CC(=C1)OC)F)F